NC1=CC(=C(N=N1)C1=CC=CC=C1)[C@H](C)N[S@](=O)C(C)(C)C (R)-N-((S)-1-(6-amino-3-phenylpyridazin-4-yl)ethyl)-2-methylpropane-2-sulfinamide